CC=1N=C(NC1)C1=CN=C(C2=CC(=C(C=C12)C(=O)N)OC(C)C)OC[C@H]1NC(CC1)=O 4-(4-methyl-1H-imidazol-2-yl)-1-{[(2S)-5-oxopyrrolidin-2-yl]methoxy}-7-(propan-2-yloxy)isoquinoline-6-carboxamide